CC=1N=C(SC1C)N1N([NH2+]C(=N1)C1=CC=CC=C1)C1=CC=CC=C1 3-(4,5-dimethyl-2-thiazolyl)-2,5-diphenyltetrazolium